O=C1OC(=NC=2C1=CC=1C(C2)=CN(N1)C1CCC(CC1)C=O)C1=NC(=CC=C1)C(F)(F)F 4-[8-Oxo-6-[6-(trifluoromethyl)-2-pyridyl]pyrazolo[3,4-g][3,1]benzoxazin-2-yl]cyclohexanecarbaldehyde